(5,5-difluoro-4,5,6,7-tetrahydropyrazolo[1,5-a]pyridin-2-yl)methanol FC1(CC=2N(CC1)N=C(C2)CO)F